N-(4-chlorophenyl)-5-[4-cyano-5-methoxy-2-[(3S)-3-(morpholinomethyl)-3,4-dihydro-1H-isoquinoline-2-carbonyl]phenyl]-N-[(2-methoxyphenyl)methyl]-1,2-dimethyl-pyrrole-3-carboxamide ClC1=CC=C(C=C1)N(C(=O)C1=C(N(C(=C1)C1=C(C=C(C(=C1)OC)C#N)C(=O)N1CC2=CC=CC=C2C[C@H]1CN1CCOCC1)C)C)CC1=C(C=CC=C1)OC